2-(1H-indol-6-yl)-3-(3-(4-(2-oxo-2-(pyridine-3-ylamino)ethyl)phenoxy)azetidin-1-yl)benzoic acid N1C=CC2=CC=C(C=C12)C1=C(C(=O)O)C=CC=C1N1CC(C1)OC1=CC=C(C=C1)CC(NC=1C=NC=CC1)=O